FC=1C=NC(N(C1)C1=CC(=CC=C1)OC)N1C(=NC2=C1C=C(C=C2)F)C 5-fluoro-2-(6-fluoro-2-methyl-1H-benzimidazol-1-yl)-N-(3-methoxyphenyl)pyrimidine